BrC1=C(COC2=C3C(C=C(OC3=CC=C2)C(=O)O)=O)C=CC=C1 5-((2-Bromobenzyl)oxy)-4-oxo-4H-chromen-2-carboxylic acid